3-(7-fluoro-1-methyl-2-oxo-1,2-dihydroquinolin-8-yl)propanal FC1=CC=C2C=CC(N(C2=C1CCC=O)C)=O